The molecule is a sesquiterpenoid that is 1,4,5,6,7,8-hexahydro-4,7-epidioxyazulen-3(2H)-one substituted by a hydroxy group at position 8, methyl groups at positions 1 and 4 and an isopropyl group at position 7 (the (1R,4R,7S,8S stereoisomer). Isolated from Nardostachys chinensis, it exhibits antimalarial activity. It has a role as a metabolite and an antimalarial. It is a member of azulenes, an enone, an organic peroxide, a secondary alcohol and a sesquiterpenoid. C[C@@H]1CC(=O)C2=C1[C@@H]([C@]3(CC[C@@]2(OO3)C)C(C)C)O